3-Benzyl 4'-ethyl 6-fluoro-4-methoxy-[1,1'-biphenyl]-3,4'-dicarboxylate FC1=CC(=C(C=C1C1=CC=C(C=C1)C(=O)OCC)C(=O)OCC1=CC=CC=C1)OC